(4-(4-((2-Fluorobenzyl)(methyl)amino)-7H-pyrrolo[2,3-d]pyrimidin-6-yl)phenyl)methanol FC1=C(CN(C=2C3=C(N=CN2)NC(=C3)C3=CC=C(C=C3)CO)C)C=CC=C1